[Si](C1=CC=CC=C1)(C1=CC=CC=C1)(C(C)(C)C)OCC1=CC=C(C=C1)NC(CN(C(OCC1C2=CC=CC=C2C=2C=CC=CC12)=O)C)=O (9H-Fluoren-9-yl)methyl (2-((4-(((tert-butyldiphenylsilyl)oxy)methyl)phenyl)amino)-2-oxoethyl)(methyl)carbamate